(2S,4R)-1-[(2S)-3,3-dimethyl-2-[4-(2-methylthiazol-4-yl)triazol-1-yl]butanoyl]-4-hydroxy-N-methyl-pyrrolidine-2-carboxamide CC([C@@H](C(=O)N1[C@@H](C[C@H](C1)O)C(=O)NC)N1N=NC(=C1)C=1N=C(SC1)C)(C)C